6-fluoro-2-(2-methoxyimidazo[2,1-b][1,3,4]thiadiazol-6-yl)benzofuran-4-ol FC=1C=C2C(C=C(O2)C=2N=C3SC(=NN3C2)OC)=C(C1)O